[Na+].C(CCCCCCCCCCC)(=O)N(C)CC(=O)[O-] N-lauroylsarcosinate sodium salt